(2-fluoro-6-isopropylphenyl)-4,4,5,5-tetramethyl-1,3,2-dioxaborolan FC1=C(C(=CC=C1)C(C)C)B1OC(C(O1)(C)C)(C)C